C(C)N1C(=NN(C1=O)C1=C(C=2C(=C(N=NC2)OC2C(COCC2)OC)C(=N1)O[C@H](C(F)(F)F)C)F)CO 4-Ethyl-1-(8-fluoro-4-((3-methoxytetrahydro-2H-pyran-4-yl)oxy)-5-(((S)-1,1,1-trifluoropropan-2-yl)oxy)pyrido[3,4-d]pyridazin-7-yl)-3-(hydroxymethyl)-1H-1,2,4-triazol-5(4H)-one